ClCC=1SC(=CN1)C1=CC=CC=C1 2-(chloromethyl)-5-phenylthiazole